C(C)(=O)OC=1C(=NC=CC1OC)C(=O)N[C@@H](C)C(=O)O[C@@H](C)[C@@H](C)C1=C(C=CC=C1)C (2S,3S)-3-(o-tolyl)butan-2-yl (3-acetoxy-4-methoxypicolinoyl)-L-alaninate